CC=1C=CC2=C(N=CO2)C1 5-methylbenzo[d]Oxazole